C(C)(C)(CC)NC(OC1COCC1)=O tetrahydrofuran-3-yl tert-pentylcarbamate